The molecule is a tripeptide consisting of L-leucyl, L-glutaminyl and L-proline residues joined in sequence. It has a role as a metabolite. CC(C)C[C@@H](C(=O)N[C@@H](CCC(=O)N)C(=O)N1CCC[C@H]1C(=O)O)N